OC1=C(C=C(C=C1OC)\C=N\NC(C1=CC(=CC=C1)F)=O)I 3-fluoro-benzoic acid, (2E)-2-[(4-hydroxy-3-iodo-5-methoxyphenyl)methylene]hydrazide